ClC1=C(OCC(=O)[O-])C=CC(=C1)Cl.OCC[N+](C)(C)C 2-hydroxy-N,N,N-trimethylethanaminium 2-(2,4-dichlorophenoxy)acetate